C(C1=CC=CC=C1)N1CCCN(CCN(CCC1)CC=1C(=C(C(=O)NC(CO)O)C=C(C1)C)O)CC=1C(=C(C(=O)NC(CO)O)C=C(C1)C)O 3'-[(8-benzyl-1,4,8-triazacycloundecane-1,4-diyl)bis(methylene)]bis[N-(1,2-dihydroxyethyl)-2-hydroxy-5-methylbenzamide]